C1C[C@H]([C@@H]2[C@@H]([C@@H](CN2C1)O)O)O The molecule is an indolizidine alkaloid isolated from the plant Swainsona canescens with three hydroxy substituents at positions 1, 2 and 8. It has a role as an antineoplastic agent, an immunological adjuvant, an EC 3.2.1.114 (mannosyl-oligosaccharide 1,3-1,6-alpha-mannosidase) inhibitor and a plant metabolite.